C(C)C1=C(C(=O)NC=2C=C3C(=CNC3=CC2)C2CCN(CC2)CC(C)C)C=CC=C1 5-(2-ethylbenzoyl)amino-3-(1-isobutylpiperidin-4-yl)-1H-indole